C(C)NS(=O)(=O)C1=C(C=CC(=C1)NC=1NC=CN1)C1=CN=CS1 5-[2-(ethylsulfamoyl)-4-(1H-imidazol-2-ylamino)phenyl]Thiazole